CC1=C(C=CC2=NC(N=C21)=O)C2CCNCC2 Methyl-2-oxo-5-(4-piperidyl)benzimidazol